C1(=CC=CC=C1)C=1SC(=C2C1OCCO2)C2=CC=CC=C2 2,5-diphenyl-3,4-ethylenedioxythiophene